F[B-](F)(F)F.[Rh+] rhodium (I) tetrafluoroborate